C(#N)C1=CC(=C(COC2=CC=CC(=N2)C2=CC(=C(CC=3N(C4=C(N3)SC(=C4)C(=O)OC)C[C@H]4OCC4)C=C2C)F)C=C1)F methyl (S)-2-(4-(6-((4-cyano-2-fluorobenzyl)oxy)pyridin-2-yl)-2-fluoro-5-methylbenzyl)-1-(oxetan-2-ylmethyl)-1H-thieno[2,3-d]imidazole-5-carboxylate